2-(((tert-butyldimethylsilyl)oxy)methyl)-1-(5-methoxy-2-nitro-4-((triisopropylsilyl)oxy)benzoyl)-1,2,3,6-tetrahydropyridin-4-yl trifluoromethanesulfonate FC(S(=O)(=O)OC=1CC(N(CC1)C(C1=C(C=C(C(=C1)OC)O[Si](C(C)C)(C(C)C)C(C)C)[N+](=O)[O-])=O)CO[Si](C)(C)C(C)(C)C)(F)F